6-(2-hydroxy-2-methylpropoxy)-4-(6-(6-((5-isopropylisoxazol-3-yl)methyl)-3,6-diazabicyclo[3.1.1]heptan-3-yl)pyridin-3-yl)pyrazolo[1,5-a]pyridine-3-carbonitrile OC(COC=1C=C(C=2N(C1)N=CC2C#N)C=2C=NC(=CC2)N2CC1N(C(C2)C1)CC1=NOC(=C1)C(C)C)(C)C